S1CC1 thiiridine